ClC1=CC=C(C=C1)C1=C(C(=C2C(=N1)C1=C(O2)C=CC=C1)C1=CC=CC=C1)F 2-(4-chlorophenyl)-3-fluoro-4-phenylbenzofuro[3,2-b]Pyridine